C(=O)(OCC1C2=CC=CC=C2C2=CC=CC=C12)N[C@@H](CCCNC(=O)OC(C)(C)C)C(=O)O Fmoc-N'-Boc-L-ornithine